3-(4-Chlorobenzyl)-2-oxo-cyclopentanecarboxylic acid methyl ester COC(=O)C1C(C(CC1)CC1=CC=C(C=C1)Cl)=O